1,5,7-Triaza-bicyclo[4.4.0]dec-5-en N12CCCN=C2NCCC1